4-((4-(3-Cyanophenyl)-1-(4-(trifluoromethyl)benzyl)-1H-indol-7-amido)methyl)benzoic acid C(#N)C=1C=C(C=CC1)C1=C2C=CN(C2=C(C=C1)C(=O)NCC1=CC=C(C(=O)O)C=C1)CC1=CC=C(C=C1)C(F)(F)F